CC=1N=CSC1C1=CC=C(C=C1)CCC(=O)O 3-[4-(4-methyl-1,3-thiazol-5-yl)phenyl]Propionic acid